3-(3,4-dihydroxyphenyl)propanoic acid OC=1C=C(C=CC1O)CCC(=O)O